2-(2-benzylpyrrolidin-1-yl)-4-(3,6-dihydro-2H-pyran-4-yl)-6-((4-methoxybenzyl)oxy)pyrimidine C(C1=CC=CC=C1)C1N(CCC1)C1=NC(=CC(=N1)C=1CCOCC1)OCC1=CC=C(C=C1)OC